1-[3-({4-[(7-bromo-1-benzofuran-2-yl)carbonyl]piperazin-1-yl}carbonyl)piperidin-1-yl]ethanone BrC1=CC=CC=2C=C(OC21)C(=O)N2CCN(CC2)C(=O)C2CN(CCC2)C(C)=O